FC=1N=CN2C1C=CC=C2 fluoroimidazo[1,5-a]pyridin